5-(4-Amino-7-methyl-5-(4-((4-methylpyrimidin-2-yl)oxy)phenyl)-7H-pyrrolo[2,3-d]pyrimidin-6-yl)-1-methyl-1H-pyrazole-3-carboxylic acid ethyl ester C(C)OC(=O)C1=NN(C(=C1)C1=C(C2=C(N=CN=C2N)N1C)C1=CC=C(C=C1)OC1=NC=CC(=N1)C)C